(2S,3S)-3-benzylpentan-2-amine C(C1=CC=CC=C1)[C@@H]([C@H](C)N)CC